δ-lysin CC[C@H](C)[C@@H](C(=O)N[C@@H]([C@@H](C)CC)C(=O)N[C@@H](CC(=O)O)C(=O)N[C@@H]([C@@H](C)O)C(=O)N[C@@H](C(C)C)C(=O)N[C@@H](CC(=O)N)C(=O)N[C@@H](CCCCN)C(=O)N[C@@H](CC1=CC=CC=C1)C(=O)N[C@@H]([C@@H](C)O)C(=O)N[C@@H](CCCCN)C(=O)N[C@@H](CCCCN)C(=O)O)NC(=O)[C@H](CC2=CNC3=CC=CC=C32)NC(=O)[C@H](CCCCN)NC(=O)[C@H](C(C)C)NC(=O)[C@H](CC(C)C)NC(=O)[C@H](CC(=O)O)NC(=O)[C@H](CO)NC(=O)[C@H]([C@@H](C)CC)NC(=O)[C@H]([C@@H](C)O)NC(=O)[C@H](CO)NC(=O)[C@H]([C@@H](C)CC)NC(=O)[C@H]([C@@H](C)CC)NC(=O)[C@H](CC(=O)O)NC(=O)[C@H](CCC(=O)N)NC(=O)[C@H](C)NC(=O)[C@H](CCSC)N